F[P-](F)(F)(F)(F)F.C(C)N1C(=[N+](C=C1)C)C 1-Ethyl-2,3-dimethylimidazolium hexafluorophosphat